1,3-bis(2,4,6-trimethylphenyl)-imidazolidinimine CC1=C(C(=CC(=C1)C)C)N1C(N(CC1)C1=C(C=C(C=C1C)C)C)=N